(2-methyl-3-phenyl-2,4,5,7-tetrahydro-6H-pyrazolo[3,4-c]pyridin-6-yl)(pyrazolo[1,5-a]pyridin-5-yl)methanone CN1N=C2CN(CCC2=C1C1=CC=CC=C1)C(=O)C1=CC=2N(C=C1)N=CC2